5-vinyl-benzo-1,3-dioxole C(=C)C1=CC2=C(OCO2)C=C1